6-chloro-2-(3-(1,1-difluoro-2-methoxyethyl)-1H-1,2,4-triazol-5-yl)-7-fluoro-5-methoxy-1-methyl-3-(1H-pyrazol-4-yl)-1H-indole ClC1=C(C=C2C(=C(N(C2=C1F)C)C1=NC(=NN1)C(COC)(F)F)C=1C=NNC1)OC